C(C)[BH-](CC)CC.[Li+].COC1=C(C=CC(=C1)OC)CNC1=NC=CC2=C(C=CC=C12)NCC12CN(C(C1)(C2)CO)C(=O)OCC2=CC=CC=C2 Benzyl 4-[[[1-[(2,4-dimethoxyphenyl)methylamino]-5-isoquinolyl]amino]methyl]-1-(hydroxymethyl)-2-azabicyclo[2.1.1]hexane-2-carboxylate Lithium triethylborohydride